O=C1N(N=C2N1[C@@H](CCC2)C(=O)O)CC=2N=C(SC2)C(F)(F)F (5S)-3-Oxo-2-{[2-(trifluoromethyl)-1,3-thiazol-4-yl]methyl}-2,3,5,6,7,8-hexahydro[1,2,4]triazolo[4,3-a]pyridine-5-carboxylic acid